N-caproyl-proline C(CCCCC)(=O)N1[C@@H](CCC1)C(=O)O